(S)-N-(3-((3-aminopiperidin-1-yl)methyl)-5-(4-methyl-1H-imidazol-1-yl)phenyl)-4-(2,3-dihydrobenzo[b][1,4]dioxin-6-yl)picolinamide N[C@@H]1CN(CCC1)CC=1C=C(C=C(C1)N1C=NC(=C1)C)NC(C1=NC=CC(=C1)C1=CC2=C(OCCO2)C=C1)=O